FC1=C(C=CC=C1F)NC=1C2=C(N=CN1)C=CC(=N2)N2CC1(CCN1)C2 N-(2,3-Difluorophenyl)-6-(1,6-diazaspiro[3.3]heptan-6-yl)pyrido[3,2-d]pyrimidin-4-amine